C(C1CO1)C1(CC(C(CC1CN)CN)(CC1CO1)CC1CO1)CC1CO1 tetraglycidyl-1,3-bisaminomethylcyclohexane